3-(2-(2-(difluoromethoxy)-7-methylquinoxalin-5-yl)-4-methylthiazol-5-yl)phenol FC(OC1=NC2=CC(=CC(=C2N=C1)C=1SC(=C(N1)C)C=1C=C(C=CC1)O)C)F